2-(4,5-Dimethyl-1H-imidazol-2-yl)-4-(1-((tetrahydro-2H-pyran-4-yl)methyl)-2,5-dihydro-1H-pyrrol-3-yl)pyridine trifluoroacetate salt FC(C(=O)O)(F)F.CC=1N=C(NC1C)C1=NC=CC(=C1)C=1CN(CC1)CC1CCOCC1